C(CCCCCCCCCCCCCCC(=O)O)(=O)O 1,16-hexadecanedioic acid